C(C)(C)(C)C1=CC=C(C=C1)N(C(=O)[C@@H]1NCCC1)C(C(=O)N1CN(C(C1)=O)C)C=1C=NC=CC1 (2R)-N-(4-tert-butylphenyl)-N-[2-(3-methyl-4-oxo-imidazolidin-1-yl)-2-oxo-1-(3-pyridyl)ethyl]pyrrolidine-2-carboxamide